undecyl-3-methylpyrrolidinium triflate [O-]S(=O)(=O)C(F)(F)F.C(CCCCCCCCCC)[NH+]1CC(CC1)C